C1(CC1)CCN(C1=C2CN(C(C2=CC=C1)=O)C1C(NC(CC1)=O)=O)C1CCC(CC1)NC12CC(C1)(C2)C(F)(F)F 3-{4-[(2-cyclopropylethyl)[(1r,4r)-4-{[3-(trifluoromethyl)bicyclo[1.1.1]pentan-1-yl]amino}cyclohexyl]amino]-1-oxo-3H-isoindol-2-yl}piperidine-2,6-dione